FC1=CC=C(S1)CC[C@]1(CN(CC1)C(C)(C)C=1C=NC(=CC1)C)C(C)(C)N |o1:8| (S or R)-2-(3-(2-(5-fluorothiophen-2-yl)ethyl)-1-(2-(6-methylpyridin-3-yl)propan-2-yl)pyrrolidin-3-yl)propan-2-amine